C(=O)(O)CC(C=1C=C(C(=O)O)C=CC1O)N 3-(carboxymethyl-aminomethyl)-4-hydroxybenzoic acid